dimethyl-octadecyl-[3-(methoxysilyl)propyl]ammonium chloride [Cl-].C[N+](CCC[SiH2]OC)(CCCCCCCCCCCCCCCCCC)C